N-(3-methylbutyl)-4-[2-{[1-(propan-2-yl)-1H-pyrazolo[4,3-c]pyridin-6-yl]amino}-6-(pyrrolidin-1-yl)pyrimidin-4-yl]piperazine-1-carboxamide CC(CCNC(=O)N1CCN(CC1)C1=NC(=NC(=C1)N1CCCC1)NC1=CC2=C(C=N1)C=NN2C(C)C)C